C(#N)CC(=O)N1CC(C(CC1)C)NC1=C2C(=NC=C1C(=O)OC)NC=C2 methyl 4-((1-(2-cyanoacetyl)-4-methylpiperidin-3-yl)amino)-1H-pyrrolo[2,3-b]pyridine-5-carboxylate